3-((S)-2-(4-((3-cyano-5-fluorophenyl)amino)cyclohexane-1-carbonyl)isoxazolidin-3-yl)-5-fluorobenzonitrile C(#N)C=1C=C(C=C(C1)F)NC1CCC(CC1)C(=O)N1OCC[C@H]1C=1C=C(C#N)C=C(C1)F